CC1=C(C=C(C=C1)C1=NC=NO1)NC(=O)C1=CN=C2N1C=CC=C2 N-[2-methyl-5-(1,2,4-oxadiazol-5-yl)phenyl]imidazo[1,2-a]pyridine-3-carboxamide